C1(CCCC1)N1C(C=CC2=C1N=C(N=C2)NC2CCN(CC2)S(=O)(=O)C)=O 8-cyclopentyl-2-{[1-(methylsulfonyl)piperidin-4-yl]amino}pyrido[2,3-d]pyrimidin-7(8H)-one